tetrakis(2,4-di-t-butylphenyl)biphenylene diphosphonite P(O)OPO.C(C)(C)(C)C1=C(C=CC(=C1)C(C)(C)C)C1=C(C(=C(C=2C3=CC=CC=C3C12)C1=C(C=C(C=C1)C(C)(C)C)C(C)(C)C)C1=C(C=C(C=C1)C(C)(C)C)C(C)(C)C)C1=C(C=C(C=C1)C(C)(C)C)C(C)(C)C